C(C)(C)(C)OC(=O)C1=CC=C(OCCCCCCCCCCCC(=O)O)C=C1 12-(4-(tert-butoxycarbonyl)phenoxy)dodecanoic acid